NC1=CC(=C(C=C1)N1C[C@H](CC1)CO)F (S)-(1-(4-amino-2-fluorophenyl)pyrrolidin-3-yl)methanol